NC1=C(C=C(C=N1)NC(C(=O)N1C(CCC(C1)C)C1CC2(C1)CC(C2)N)=O)C N-(6-amino-5-methylpyridin-3-yl)-2-(2-(6-aminospiro[3.3]Heptan-2-yl)-5-methylpiperidin-1-yl)-2-oxoacetamide